C(#C)C1=CSC=C1OCC1=CC=C(C=C1)OC 3-ethynyl-4-(4-methoxybenzyloxy)thiophene